C(CCCCC)O[Ti](OCCCCCC)(OCCCCCC)OCCCCCC Tetrahexoxytitanium